FC(SC1=NC=CC(=C1)CN)F (2-((difluoromethyl)thio)pyridin-4-yl)methanamine